5'-(4-((2-Nitrophenoxy)methyl)-1H-1,2,3-triazol-1-yl)-2',4',5',6'-tetrahydroSpiro-[indoline-3,3'-pyran]-2-one [N+](=O)([O-])C1=C(OCC=2N=NN(C2)C2CC3(COC2)C(NC2=CC=CC=C23)=O)C=CC=C1